CC(CCCC)CCCCCCCCCC(CC(CCCCCCCCCCCCCCCCCC)C)C 5,15,17-trimethylpentatriacontane